1-N'-(4-Fluorophenyl)-1-N-[4-[7-[2-(trifluoromethyl)pyridin-4-yl]quinolin-4-yl]oxyphenyl]cyclopropane-1,1-dicarboxamide hydrochloride Cl.FC1=CC=C(C=C1)NC(=O)C1(CC1)C(=O)NC1=CC=C(C=C1)OC1=CC=NC2=CC(=CC=C12)C1=CC(=NC=C1)C(F)(F)F